N',N2-dimethylcyclohexane-1,2-diamine CN(C1C(CCCC1)N)C